benzyl (S)-((4-((2-((tert-butoxycarbonyl)amino)propanamido) methyl)phenyl)(imino)methyl)carbamate C(C)(C)(C)OC(=O)N[C@H](C(=O)NCC1=CC=C(C=C1)C(=N)NC(OCC1=CC=CC=C1)=O)C